C1(CC1)C(=O)NC1=NC=CC(=C1)N1C=CC2=C(C=CC=C12)NC(=O)C=1N(C2=CC=CC=C2C1)C N-(1-(2-(Cyclopropancarboxamido)pyridin-4-yl)-1H-indol-4-yl)-1-methyl-1H-indol-2-carboxamid